7-(4-(4-methyl-4,6,6a,7,9,10-hexahydro-8H-pyrazino[1,2-a]pyrrolo[4,3,2-de]quinolin-8-yl)butoxy)quinolin-2(1H)-one CN1C=C2CC3N(C=4C=CC=C1C24)CCN(C3)CCCCOC3=CC=C2C=CC(NC2=C3)=O